azidoLysine N[C@@H](CCCCN=[N+]=[N-])C(=O)O